NC=1C(=NC(=C(N1)F)C1=CC=C(C=C1)N1[C@@H](CN(CC1)C(C)C)C)C=1C=C2CCNC(C2=CC1F)=O (R)-6-(3-amino-5-fluoro-6-(4-(4-isopropyl-2-methylpiperazin-1-yl)phenyl)pyrazin-2-yl)-7-fluoro-3,4-dihydroisoquinolin-1(2H)-one